2-(3-aminoprop-1-yn-1-yl)-4-(piperidin-4-ylamino)benzoic acid methyl ester hydrochloride Cl.COC(C1=C(C=C(C=C1)NC1CCNCC1)C#CCN)=O